BrC=1C=2N(C=C(C1Cl)OCC(C)(C)O)N=CC2C#N 4-bromo-5-chloro-6-(2-hydroxy-2-methylpropoxy)pyrazolo[1,5-a]pyridine-3-carbonitrile